C(C)(=O)NC=1N=CC(=NC1)N1CCC(CC1)CC(=O)NC1=CC(=CC(=C1)C(F)(F)F)CN1CCN(CC1)C 2-(1-(5-acetamidopyrazin-2-yl)piperidin-4-yl)-N-(3-((4-methylpiperazin-1-yl)methyl)-5-(trifluoromethyl)phenyl)acetamide